BrC1=NC(=CC=C1S(=O)(=O)C)Cl 2-bromo-6-chloro-3-(methanesulfonyl)pyridine